C[C@@H]1N([C@H](COC1)C)C1=NC(=NC(=N1)N1[C@H](COC[C@@H]1C)C)C=1C(=CC(=NC1)N)C(F)F 5-[4,6-bis[(3S,5S)-3,5-dimethylmorpholin-4-yl]-1,3,5-triazin-2-yl]-4-(difluoromethyl)pyridin-2-amine